1-(4-(2-(4-bromophenyl)-but-3-yn-2-yl)thiazol-2-yl)-3-(2-hydroxyethyl)-urea BrC1=CC=C(C=C1)C(C)(C#C)C=1N=C(SC1)NC(=O)NCCO